CC1=NN(C(=C1)C)C1=CC=C(C=C1)NC=1N=C(C2=C(N1)NC=C2)N[C@H]2CN(CCC2)C(C=C)=O (R)-1-(3-(2-(4-(3,5-dimethyl-1H-pyrazol-1-yl)phenylamino)-7H-pyrrolo[2,3-d]pyrimidin-4-ylamino)piperidin-1-yl)prop-2-en-1-one